CC=1C=C(CN2C(OC(C2)=C)=O)C=CC1 3-(3-methylbenzyl)-5-methyleneoxazolidin-2-one